1-(4-Chlorophenyl)-2,2,2-trifluoro-1-ethanone ClC1=CC=C(C=C1)C(C(F)(F)F)=O